The molecule is an eleven-membered macrocyclic lactam that consists of (2S,3E,5Z,14S,15R)-5-ethylidene-11,14-dihydroxy-3,7,15-trimethyl-2,5-dihydro-2,13-ethano-1,9-benzoxazacycloundecine-6,8-dione in which the 14-hydroxy group is substituted by a (2R,5R,6R)-5-hydroxy-6-methyltetrahydro-2H-pyran-2-yl moiety. It is a radical scavenger isolated from Streptomyces. It has a role as a metabolite and a radical scavenger. It is a member of phenols, a glycoside, a lactam, a macrocycle and a monosaccharide derivative. C/C=C\\1/C=C(/[C@@H]2[C@H]([C@@H](C3=C(O2)C(=CC(=C3)O)NC(=O)C(C1=O)C)O[C@H]4CC[C@H]([C@H](O4)C)O)C)\\C